FC(C1=NC=CC=C1O)F 2-(difluoromethyl)pyridin-3-ol